ClC1=CC=C(C=C1)CNC(=O)C1=CSC2=C1COCC2 N-[(4-chlorophenyl)methyl]-4H,6H,7H-thieno[3,2-c]pyran-3-carboxamide